C(C1=CC=CC=C1)OC(=O)NC(C(=O)OC)C1CCC(CC1)(F)F methyl 2-(benzyloxycarbonylamino)-2-(4,4-difluorocyclohexyl)acetate